(R)-6-(3-hydroxypyrrolidin-1-yl)-5-aminothioformyl-N-(4-(chlorodifluoromethoxy)phenyl)nicotinamide O[C@H]1CN(CC1)C1=NC=C(C(=O)NC2=CC=C(C=C2)OC(F)(F)Cl)C=C1C(=S)N